COC1=C(C=C(C=C1)C(F)(F)F)NS(=O)(=O)C1=CC=C(C=C1)CNC(=O)C1=CC=2C=NC=CC2N1 N-[(4-{[2-methoxy-5-(trifluoro-methyl)phenyl]sulfamoyl}phenyl)methyl]-1H-pyrrolo[3,2-c]pyridine-2-carboxamide